N-(3-chloro-5-(methylsulfonamido)phenyl)-4-(5-fluoropyrimidin-2-yl)thiophene-2-carboxamide ClC=1C=C(C=C(C1)NS(=O)(=O)C)NC(=O)C=1SC=C(C1)C1=NC=C(C=N1)F